O[C@H]1CN(CC[C@@H]1CNC1=NC=2N(C(=C1)NCC=1N=C3N(C=C(C=C3)C)C1)N=CC2C(C)C)C(=O)OC(C)(C)C tert-butyl (3R,4R)-3-hydroxy-4-(((3-isopropyl-7-(((6-methylimidazo[1,2-a]pyridin-2-yl)methyl)amino)pyrazolo[1,5-a]pyrimidin-5-yl)amino)methyl)piperidine-1-carboxylate